tert-butyl (5-bromo-3-(3-(4-(((tert-butoxycarbonyl)(methyl)amino)methyl)phenyl)isoxazol-5-yl)pyrazin-2-yl)(tert-butoxycarbonyl)carbamate BrC=1N=C(C(=NC1)N(C(OC(C)(C)C)=O)C(=O)OC(C)(C)C)C1=CC(=NO1)C1=CC=C(C=C1)CN(C)C(=O)OC(C)(C)C